4-(3-fluorobenzyloxy)-3-(pyridin-3-ylamino)benzo[d]isoxazole FC=1C=C(COC2=CC=CC3=C2C(=NO3)NC=3C=NC=CC3)C=CC1